N(=C=O)C1C(C(CCC1)N=C=O)C 2,6-diisocyanato-methylcyclohexane